COC1=CC=C(CN2C(C=3N(C(C2)C(F)(F)F)N=C(C3)N3[C@@H](COCC3)C)=O)C=C1 5-(4-methoxybenzyl)-2-((R)-3-methylmorpholino)-7-(trifluoromethyl)-6,7-dihydropyrazolo[1,5-a]pyrazin-4(5H)-one